1-(hydroxyMethyl)propane-1,3-diol OCC(CCO)O